NC1=NC=NN2C1=C(C=C2C=2C=C(C(=NC2)C(F)(F)F)C(=O)NCC[C@H](O)C2=CC=C(C=C2)Cl)C(F)(F)F 5-[4-amino-5-(trifluoromethyl)pyrrolo[2,1-f][1,2,4]triazin-7-yl]-N-[(3S)-3-(4-chlorophenyl)-3-hydroxypropyl]-2-(trifluoromethyl)pyridine-3-carboxamide